3-[[(1R)-1-(3,6-Dimethyl-4-oxo-2-phenyl-chromen-8-yl)ethyl]amino]pyridine-4-carboxylic acid CC1=C(OC2=C(C=C(C=C2C1=O)C)[C@@H](C)NC=1C=NC=CC1C(=O)O)C1=CC=CC=C1